C(#N)C1CC2(C1)C[C@H](N(CC2)CC2=C1C=CNC1=C(C=C2OC)C)C2=CC=C(C(=O)N1CC(CC1)(C(=O)O)C)C=C2 1-(4-((2S,4r,6S)-2-cyano-7-((5-methoxy-7-methyl-1H-indol-4-yl)methyl)-7-azaspiro[3.5]nonan-6-yl)benzoyl)-3-methylpyrrolidine-3-carboxylic acid